benzo-Oxazole O1C=NC2=C1C=CC=C2